(1R,2S,4R)-4-cyclopropyl-2-(hydroxymethyl)-2-(methoxymethyl)quinuclidin-3-one diethyl-((3-bromo-6-methoxypyridin-2-yl)fluoromethyl)phosphonate C(C)OP(OCC)(=O)C(F)C1=NC(=CC=C1Br)OC.C1(CC1)C12C([C@@](N(CC1)CC2)(COC)CO)=O